2-fluoroethyl-5-methyl-2,3,3a,5,6,14a-hexahydro-1H-benzofuro[3',2':4,5]pyrimido[1,2-a]pyrrolo[3,4-f][1,4]diazepine-4,13-dione FCCC1NCC2C(N(CC=3N(C21)C(C2=C(N3)C3=C(O2)C=CC=C3)=O)C)=O